tert-butyl (2-methyltetrahydrothiophen-3-yl)carbamate CC1SCCC1NC(OC(C)(C)C)=O